N-4-iodophenyl-piperidone IC1=CC=C(C=C1)N1C(CCCC1)=O